C(C)OC=1C=C(C=CC1C=1NC(C2=C(N1)NN=N2)=O)C2=CC(=CC=C2)NCCC(=O)O 3-((3'-ethoxy-4'-(7-oxo-6,7-dihydro-3H-[1,2,3]triazolo[4,5-d]pyrimidin-5-yl)-[1,1'-biphenyl]-3-yl)amino)propanoic acid